ClC1=C(C=CC=C1)[C@]1(C(CCCC1)=O)CNC(OC(C)OC(CNC(CC)=O)=O)=O 1-(2-(propionamido)acetoyloxy)ethyl (S)-1-(2-chlorophenyl)-2-oxocyclohexylmethylcarbamate